C(C(C)C)(=O)O.CC(C)=C Isobutylene isobutyrate